C(CCCC)OC1=CC=C(C=C1)C1=CC=C(C=C1)C#N 4'-(pentyloxy)-4-biphenylcarbonitrile